Cl.CC1=C(C=C(C=C1)NC(=O)N1[C@@H]2CN[C@H](C1)C2)C2=NC=CC=C2 (1S,4S)-N-(4-methyl-3-(pyridin-2-yl)phenyl)-2,5-diazabicyclo[2.2.1]heptane-2-carboxamide hydrochloride